1-((3-(5-(trifluoromethyl)-1,2,4-oxadiazol-3-yl)phenyl)imino)hexahydro-1λ6-thiopyran 1-oxide FC(C1=NC(=NO1)C=1C=C(C=CC1)N=S1(CCCCC1)=O)(F)F